COC1=C(C=C(C=C1)[C@@H](CN[C@@H]([C@H]1CNC2=CC=CN=C2C1)C1=CC=CC=C1)C)CC(=O)O |o1:8| 2-(2-methoxy-5-((S or R)-1-(((S)-phenyl((R)-1,2,3,4-tetrahydro-1,5-naphthyridin-3-yl)methyl)amino)propan-2-yl)phenyl)acetic acid